CC(C(C1=NC=2C(=NC(=CC2N2CCOCC2)N2N=C(C=C2)C=2C=C(C=CC2)C)N1C)NC([O-])=O)C (2-methyl-1-(3-methyl-7-morpholino-5-(3-(m-tolyl)-1H-pyrazol-1-yl)-3H-imidazo[4,5-b]pyridin-2-yl)propyl)carbamate